4-((2-((1-(4-amino-7-(1-(methoxycarbonyl)-2,5-dihydro-1H-pyrrol-3-yl)pyrrolo[2,1-f][1,2,4]triazin-5-yl)piperidin-3-yl)carbamoyl)benzo[b]thiophen-3-yl)oxy)piperidine-1-carboxylate NC1=NC=NN2C1=C(C=C2C=2CN(CC2)C(=O)OC)N2CC(CCC2)NC(=O)C2=C(C1=C(S2)C=CC=C1)OC1CCN(CC1)C(=O)[O-]